para-xylylene chloride C1(=CC=C(C=C1)CCl)CCl